S(=O)(=O)(O)O.[N+](=O)([O-])NCCC1=CC(O)=C(O)C=C1.[N+](=O)([O-])NCCC1=CC(O)=C(O)C=C1 nitrodopamine hemisulfate